N-[(6-Amino-2-pyridyl)sulfonyl]-6-[6-[2-(2-ethoxyethoxy)ethoxy]-4-methyl-2-pyridyl]-2-[(4S)-2,2,4-trimethylpyrrolidin-1-yl]pyridin-3-carboxamid NC1=CC=CC(=N1)S(=O)(=O)NC(=O)C=1C(=NC(=CC1)C1=NC(=CC(=C1)C)OCCOCCOCC)N1C(C[C@@H](C1)C)(C)C